ClC1=NC2=CC=C(C=C2C(=N1)N(C1=CC=CC=C1)C)C 2-chloro-N,6-dimethyl-N-phenylquinazolin-4-amine